CC=1N=C(SC1C1=CC(=CC(=C1)OC1=CC=CC=C1)N1CCOCC1)N 4-methyl-5-(3-morpholino-5-phenoxyphenyl)thiazol-2-amine